CC1=CC=C(C=C1)S(=O)(=O)OCC1C2COCC12 (3-oxabicyclo[3.1.0]hexan-6-yl)methyl 4-methylbenzenesulfonate